1'-(6-amino-5-((2-amino-3-chloropyridin-4-yl)thio)-3-fluoropyrazin-2-yl)-1,3-dihydrospiro[indene-2,4'-piperidine]-1-amine NC1=C(N=C(C(=N1)N1CCC2(CC1)C(C1=CC=CC=C1C2)N)F)SC2=C(C(=NC=C2)N)Cl